(R)-4-(1-(2-fluoro-4-(trifluoromethyl)phenyl)ethyl)-1-(2-(pyrimidin-4-yl)nicotinoyl)piperidine-4-carbonitrile FC1=C(C=CC(=C1)C(F)(F)F)[C@H](C)C1(CCN(CC1)C(C1=C(N=CC=C1)C1=NC=NC=C1)=O)C#N